N-(4-chlorobenzyl)-N'-phenylurea ClC1=CC=C(CNC(=O)NC2=CC=CC=C2)C=C1